CC(C)(C)[O-].[Li+].FC1=C(C2=C(C(=C(C(=C2C(=C1F)F)F)F)F)F)[B-](C1=C(C(=C(C2=C(C(=C(C(=C12)F)F)F)F)F)F)F)(C1=C(C(=C(C2=C(C(=C(C(=C12)F)F)F)F)F)F)F)C1=C(C(=C(C2=C(C(=C(C(=C12)F)F)F)F)F)F)F.C1(=CC=CC=C1)[C+](C1=CC=CC=C1)C1=CC=CC=C1 triphenylcarbenium tetrakis(perfluoronaphthyl)borate lithium t-butoxide